6-((1-(tetrahydro-2H-pyran-4-yl)-1H-indazol-5-yl)oxy)-3,4-dihydroquinolin-2(1H)-one O1CCC(CC1)N1N=CC2=CC(=CC=C12)OC=1C=C2CCC(NC2=CC1)=O